tert-butyl cyclopropanate C1(CC1)C(=O)OC(C)(C)C